[C@@H]1([C@H](O)[C@H](O)[C@@H](O)[C@@H](O1)C)OC1=C(CN=C=S)C=CC=C1 2-(α-L-rhamnopyranosyloxy)benzyl isothiocyanate